CN1C(=NC(=C1)C(F)(F)F)C1=CC=C(CNC2=C3NC=NC3=NC(=N2)N2CCOCC2)C=C1 N-(4-(1-methyl-4-(trifluoromethyl)-1H-imidazol-2-yl)benzyl)-2-morpholino-7H-purin-6-amine